FC(OC1=C(C=CC=C1)C1=NNC(=C1C)N)F 3-(2-(difluoromethoxy)phenyl)-4-methyl-1H-pyrazol-5-amine